(R)-1-(3-(difluoromethyl)phenyl)-3-(isoquinolin-4-yl)-2-oxoimidazoline-4-carbonitrile FC(C=1C=C(C=CC1)N1C(N([C@H](C1)C#N)C1=CN=CC2=CC=CC=C12)=O)F